2-bromo-9-phenyl-9H-fluorenol BrC1=C(C=2C(C3=CC=CC=C3C2C=C1)C1=CC=CC=C1)O